2-fluoro-N-(4-((2-(2-fluorophenyl)pyridin-4-yl)amino)-7-(4-fluoropiperidin-1-yl)quinazolin-6-yl)acrylamide FC(C(=O)NC=1C=C2C(=NC=NC2=CC1N1CCC(CC1)F)NC1=CC(=NC=C1)C1=C(C=CC=C1)F)=C